OC=1C=C2CC[C@@H]([C@@H](C2=CC1)C1=C(C=C(C=C1)N1CCC2(C[C@@H](CO2)C=O)CC1)OC)C1=CC=CC=C1 (3S)-8-[4-[(1S,2S)-6-hydroxy-2-phenyl-tetralin-1-yl]-3-methoxy-phenyl]-1-oxa-8-azaspiro[4.5]decane-3-carbaldehyde